tert-butyl (2S)-4-[7-(8-chloro-1-naphthyl)-2-[2-(1-piperidyl)ethoxy]-6,8-dihydro-5H-pyrido[3,4-d]pyrimidin-4-yl]-2-(cyanomethyl)piperazine-1-carboxylate ClC=1C=CC=C2C=CC=C(C12)N1CC=2N=C(N=C(C2CC1)N1C[C@@H](N(CC1)C(=O)OC(C)(C)C)CC#N)OCCN1CCCCC1